BrC=1C=CC(=C(N[C@@H](COC)C)C1)[N+](=O)[O-] 5-bromo-N-[(1R)-2-methoxy-1-methyl-ethyl]-2-nitro-aniline